9-(2-methyl-1H-inden-7-yl)anthracene CC=1CC2=C(C=CC=C2C1)C=1C2=CC=CC=C2C=C2C=CC=CC12